((3-amino-5-chloropyrazin-2-yl)thio)-2-chlorobenzoic acid methyl ester COC(C1=C(C(=CC=C1)SC1=NC=C(N=C1N)Cl)Cl)=O